5-{[6-fluoro-7-(8-methyl-2,3-dihydro-1H-pyrido[2,3-b][1,4]oxazin-7-yl)quinazolin-2-yl]amino}-3,3-dimethyl-2-benzofuran-1(3H)-one FC=1C=C2C=NC(=NC2=CC1C1=C(C2=C(OCCN2)N=C1)C)NC1=CC2=C(C(OC2(C)C)=O)C=C1